NC1=CC=C(C=C1)C1=CC(=C2C=C(C3=CC=C(C4=CC=C1C2=C34)C3=CC=C(C=C3)N)C3=CC=C(C=C3)N)C3=CC=C(C=C3)N 1,3,5,8-tetra(4-aminophenyl)pyrene